(7S)-3-[(3-chloro-2-methoxyphenyl)amino]-2-(6-cyclopropoxy-1,5-naphthyridin-4-yl)-7-methyl-1H,5H,6H,7H-pyrrolo[3,2-c]pyridin-4-one ClC=1C(=C(C=CC1)NC1=C(NC2=C1C(NC[C@@H]2C)=O)C2=CC=NC1=CC=C(N=C21)OC2CC2)OC